tert-butyl 4-(4-(1,3-dioxoisoindolin-2-yl)butyl-4,4-d2)piperidine-1-carboxylate O=C1N(C(C2=CC=CC=C12)=O)C(CCCC1CCN(CC1)C(=O)OC(C)(C)C)([2H])[2H]